Methyl-{[5-(4-bromo-2-fluorophenyl)-1-(2,4-difluorophenyl)-1H-1,2,4-triazol-3-yl]oxy}acetat COC(COC1=NN(C(=N1)C1=C(C=C(C=C1)Br)F)C1=C(C=C(C=C1)F)F)=O